N1=C2C(=CC=C1)[C@@H](CC2)NC=2N=CC=C1C2SC(=C1)C1=C(C(=NC(=C1C(=O)N)CC(C)C)CCC1CCOCC1)C=1OC(=NN1)C (R)-4-(7-((6,7-dihydro-5H-cyclopenta[b]pyridin-5-yl)amino)thieno[2,3-c]pyridin-2-yl)-2-isobutyl-5-(5-methyl-1,3,4-oxadiazol-2-yl)-6-(2-(tetrahydro-2H-pyran-4-yl)ethyl)nicotinamide